C(=O)C(C(C(=O)O)O)CC(C)C 3-FORMYL-2-HYDROXY-5-METHYL-HEXANOIC ACID